N1C(=NC2=C1C=CC=C2)CCN(CCC=2SC=C(N2)C(=O)NCC2=NC=CC=C2F)CCC2=NC1=C(N2)C=CC=C1 2-(2-{bis[2-(1H-1,3-Benzodiazol-2-yl)ethyl]amino}ethyl)-N-[(3-fluoropyridin-2-yl)methyl]-1,3-thiazole-4-carboxamide